(N-(cyclopropanecarbonyl)cyclopropanecarboxamido)-4-((2,5-dimethyl-4,5-dihydro-[1,2,4]triazolo[1,5-a]quinoxalin-6-yl)amino)-N-(methyl-d3)pyrimidine-5-carboxamide C1(CC1)C(=O)N(C(=O)C1CC1)C1=NC=C(C(=N1)NC1=C2N(CC=3N(C2=CC=C1)N=C(N3)C)C)C(=O)NC([2H])([2H])[2H]